3-(6-cyclopropylpyridin-3-yl)-6-(7,8-dimethyl-3-(trifluoromethyl)-[1,2,4]triazolo[4,3-b]pyridazin-6-yl)-5,6,7,8-tetrahydro-1,6-naphthyridine C1(CC1)C1=CC=C(C=N1)C=1C=NC=2CCN(CC2C1)C=1C(=C(C=2N(N1)C(=NN2)C(F)(F)F)C)C